COC1=C(C=C(C=C1)C(C)(C)OC)S(=O)(=O)Cl 2-methoxy-5-(1-methoxy-1-methyl-ethyl)benzenesulfonyl chloride